4-((6-(3-cyanophenyl)-3-((4-(trifluoromethyl)phenyl)thio)-1H-indole-4-carboxamido)methyl)benzoic acid C(#N)C=1C=C(C=CC1)C=1C=C(C=2C(=CNC2C1)SC1=CC=C(C=C1)C(F)(F)F)C(=O)NCC1=CC=C(C(=O)O)C=C1